(1r,3r)-3-Hydroxy-3-methylcyclobutyl (8-amino-7-fluoro-6-(4-methyl-5-(methylamino)pyridin-3-yl)isoquinolin-3-yl)carbamate NC=1C(=C(C=C2C=C(N=CC12)NC(OC1CC(C1)(C)O)=O)C=1C=NC=C(C1C)NC)F